C(C)(C)N1C(=NN=C1)C1=CC=CC(=N1)N1C(N(CC1)C1=CC=C(C=C1)N1CCC(CC1)C(=O)N(C)C)=O 1-(4-(3-(6-(4-isopropyl-4H-1,2,4-triazol-3-yl)pyridin-2-yl)-2-oxoimidazolidin-1-yl)phenyl)-N,N-dimethylpiperidine-4-carboxamide